(S)-1-methylpyrrolidine-3-amine dihydrochloride Cl.Cl.CN1C[C@H](CC1)N